BrC=1C=CC(=C(C1)C1=NC(=NO1)C)OCC 5-(5-Bromo-2-ethoxy-phenyl)-3-methyl-[1,2,4]oxadiazole